COC1=NC=CC(=C1)CNC(NC1=CC=C(C(=O)OCC)C=C1)=O Ethyl 4-(3-((2-methoxypyridin-4-yl)methyl)ureido)benzoate